2,5-diphenyl-tetrazole C1(=CC=CC=C1)N1N=C(N=N1)C1=CC=CC=C1